N-(6-amino-5-methyl-3-pyridyl)-2-[2-[6-(difluoromethyl)-3-pyridyl]-5-methyl-1-piperidyl]-2-oxo-acetamide NC1=C(C=C(C=N1)NC(C(=O)N1C(CCC(C1)C)C=1C=NC(=CC1)C(F)F)=O)C